8-((3-(2-isopropylphenyl)piperazin-1-yl)methyl)-3,3-dimethyl-2,3-dihydro-[1,4]dioxino[2,3-b]pyridine C(C)(C)C1=C(C=CC=C1)C1CN(CCN1)CC1=C2C(=NC=C1)OC(CO2)(C)C